(2R,4R)-2-Benzyl 1-Tert-Butyl 4-((S)-2-(Tert-Butoxycarbonylamino)-4-Methylpentanamido)-2-(4-(4,4,5,5-Tetramethyl-1,3,2-Dioxaborolan-2-yl)Butyl)Pyrrolidine-1,2-Dicarboxylate C(C)(C)(C)OC(=O)N[C@H](C(=O)N[C@@H]1C[C@@](N(C1)C(=O)OC(C)(C)C)(C(=O)OCC1=CC=CC=C1)CCCCB1OC(C(O1)(C)C)(C)C)CC(C)C